(2R,4S)-N-((S)-1-(((6-amino-2-methylpyridin-3-yl)methyl)amino)-1-oxopropan-2-yl)-4-((4-fluoronaphthalen-1-yl)methyl)pyrrolidine-2-carboxamide dihydrochloride Cl.Cl.NC1=CC=C(C(=N1)C)CNC([C@H](C)NC(=O)[C@@H]1NC[C@H](C1)CC1=CC=C(C2=CC=CC=C12)F)=O